2-(p-bromophenyl)-4,6-bis(trichloromethyl)s-triazine BrC1=CC=C(C=C1)C1=NC(=NC(=N1)C(Cl)(Cl)Cl)C(Cl)(Cl)Cl